(S)-1-(2,5-difluorophenyl)pent-4-en-1-amine FC1=C(C=C(C=C1)F)[C@H](CCC=C)N